(racemic)-Ethyl (3S,4S)-3,4-diazidocyclopentanecarboxylate N(=[N+]=[N-])[C@H]1CC(C[C@@H]1N=[N+]=[N-])C(=O)OCC